2-{2-[(S)-benzyloxycarbonylamino(4,4-difluorocyclohexyl)methyl]-4-fluoro-1H-benzimidazol-5-yl}-3-methoxypropionic acid methyl ester COC(C(COC)C1=C(C2=C(NC(=N2)[C@H](C2CCC(CC2)(F)F)NC(=O)OCC2=CC=CC=C2)C=C1)F)=O